3-(5-methyl-1H-pyrrol-2-yl)-5-nitropyridine CC1=CC=C(N1)C=1C=NC=C(C1)[N+](=O)[O-]